C(C)(CC)NC1=NC(=NC=C1F)Cl N-(sec-butyl)-2-chloro-5-fluoropyrimidin-4-amine